tert-butyl N-[(1S)-1-[[(3-bromo-phenyl)meth-yl]carbamoyl]-3-carbamoylpropyl]carbamate BrC=1C=C(C=CC1)CNC(=O)[C@H](CCC(N)=O)NC(OC(C)(C)C)=O